O1CCN(CC1)CCOCCN1CCOCC1 bis(2-morpholinoethyl)ether